FC1(OC2=C(O1)C=CC(=C2)C2=CC=C(C=C2)C(C)=O)F 1-(4-(2,2-difluorobenzo[d][1,3]dioxol-5-yl)phenyl)ethan-1-one